FC(C1=CN=C(S1)N1N=CN=C1[C@H](C)NC(OC(C)(C)C)=O)F tert-butyl N-[(1S)-1-[2-[5-(difluoromethyl)thiazol-2-yl]-1,2,4-triazol-3-yl]ethyl]carbamate